4-[(3',4'-dichloro[1,1'-biphenyl]-4-yl)amino]-2-(morpholin-4-yl)-6-(propan-2-yl)-5,6-dihydro-7H-pyrrolo[3,4-d]pyrimidin-7-one ClC=1C=C(C=CC1Cl)C1=CC=C(C=C1)NC=1C2=C(N=C(N1)N1CCOCC1)C(N(C2)C(C)C)=O